(S)-5-(1-(3-(2-cyclopropylethyl)-3-(ethoxy-methyl)pyrrolidin-1-yl)cyclopropyl)-2-methylpyridine C1(CC1)CC[C@]1(CN(CC1)C1(CC1)C=1C=CC(=NC1)C)COCC